(1-(5-(cyclopropanecarbonyl)-8-fluoro-5,6,7,8-tetrahydro-1,5-naphthyridin-2-yl)ethyl)-4-fluorobenzamide C1(CC1)C(=O)N1C=2C=CC(=NC2C(CC1)F)C(C)C1=C(C(=O)N)C=CC(=C1)F